5-[[4-(trifluoromethyl)phenyl]methyl]-1,2-oxazole-3-carboxylic acid ethyl ester C(C)OC(=O)C1=NOC(=C1)CC1=CC=C(C=C1)C(F)(F)F